3-(hexahydrocyclopenta[c]pyrrol-2(1H)-yl)-6-(4-methoxyphenyl)-5-methyl-2-phenylpyrazolo[1,5-a]pyrimidin-7(4H)-one C1N(CC2C1CCC2)C=2C(=NN1C2NC(=C(C1=O)C1=CC=C(C=C1)OC)C)C1=CC=CC=C1